C(C(C)=C)OCC(C(=O)OCCC(C)OC)=C 3-methoxybutyl α-methallyloxymethylacrylate